N1CCC=2C1=NC1=CC(=CC=C1C2)CCC2CCC(C2O)O 5-(2-(2,3-dihydro-1H-pyrrolo[2,3-b]quinolin-7-yl)ethyl)cyclopentane-1,2-diol